(Z)-N-(4-(1H-tetrazol-5-yl)phenyl)-4-(5-(4-ethoxybenzylidene)-2,4-dioxothiazolidin-3-yl)butanamide N1N=NN=C1C1=CC=C(C=C1)NC(CCCN1C(S\C(\C1=O)=C/C1=CC=C(C=C1)OCC)=O)=O